ClCCCCCCCCCCCCCCCC.[K] potassium chlorohexadecane